(3S)-3-{4,4'-difluoro-2',5,6'-trimethyl-[1,1'-biphenyl]-3-yl}-3-[(2S)-4-methyl-2-{[6-(propan-2-yl)-1H,4H,5H,6H,7H-pyrazolo[3,4-c]pyridine-1-carbonyl]amino}pentanamido]propanoic acid FC1=C(C=C(C=C1C)C1=C(C=C(C=C1C)F)C)[C@H](CC(=O)O)NC([C@H](CC(C)C)NC(=O)N1N=CC2=C1CN(CC2)C(C)C)=O